ClCC(=O)C=1N(C(=CN1)C1=CC=C(C=C1)OC(F)(F)F)C 2-chloro-1-(1-methyl-5-(4-(trifluoromethoxy)phenyl)-1H-imidazol-2-yl)ethan-1-one